1-Nitro-4-(3,3,3-trifluoro-2,2-dimethylpropoxy)benzene [N+](=O)([O-])C1=CC=C(C=C1)OCC(C(F)(F)F)(C)C